(S)-3-((2,6-difluoro-3,5-dimethoxyphenyl)ethynyl)-7-(1-methyl-1H-pyrazol-3-yl)-1-(pyrrolidin-3-yl)-1H-pyrazolo[4,3-c]pyridin FC1=C(C(=C(C=C1OC)OC)F)C#CC1=NN(C2=C1C=NC=C2C2=NN(C=C2)C)[C@@H]2CNCC2